(S)-8-(2-methyl-6-((R)-2,2,2-trifluoro-1-(3'-(methoxycarbonyl)-3-(3-methyl-1H-pyrazol-1-yl)-[1,1'-biphenyl]-4-yl)ethoxy)pyrimidin-4-yl)-2,8-diazaspiro[4.5]decane-3-carboxylic acid CC1=NC(=CC(=N1)N1CCC2(C[C@H](NC2)C(=O)O)CC1)O[C@@H](C(F)(F)F)C1=C(C=C(C=C1)C1=CC(=CC=C1)C(=O)OC)N1N=C(C=C1)C